1,3-dichloro-9,9-dimethylacridin-2-one ClC=1C(C(=CC2=NC3=CC=CC=C3C(C12)(C)C)Cl)=O